(3S,6S,8aS)-N-((4-carbamimidoylthiophen-2-yl)methyl)-5-oxo-6-(4-phenoxybenzamido)octahydroindolizine-3-carboxamide C(N)(=N)C=1C=C(SC1)CNC(=O)[C@@H]1CC[C@@H]2CC[C@@H](C(N12)=O)NC(C1=CC=C(C=C1)OC1=CC=CC=C1)=O